C1(=CC=CC=C1)S(=O)(=O)C=1NC2=CC=CC=C2C1 benzenesulfonylindole